2-trihydroxysilylpropylamino-3,5-diaminoethylamino-1,3,5-triazine O[Si](C(CNC1N(C(N=CN1N)NCC)N)C)(O)O